2-[(8-{1-[2-(morpholin-4-yl)ethyl]-1H-pyrazol-4-yl}-3-oxo-1H,2H,3H-benzo[e]isoindol-2-yl)methyl]prop-2-enamide N1(CCOCC1)CCN1N=CC(=C1)C=1C=CC2=C(C=3CN(C(C3C=C2)=O)CC(C(=O)N)=C)C1